C(C)[NH2+]CC N,N-diethylammonium